2-[2-(Trifluoromethyl)phenyl]ethanol FC(C1=C(C=CC=C1)CCO)(F)F